COC1=C(C(=CC=C1)C=CC)O 2-methoxy-6-(1-propenyl)phenol